BrC1=CC(=C(C=C1)C#CC(=O)OC)CCO[Si](C)(C)C(C)(C)C methyl 3-(4-bromo-2-(2-((tert-butyldimethylsilyl) oxy) ethyl) phenyl)-propynoate